2-(3-(2-amino-4-methanesulfonylphenoxy)prop-1-yn-1-yl)-N-[(1R,4R)-4-{2-oxa-6-azaspiro[3.3]heptan-6-yl}cyclohexyl]-1-(2,2,2-trifluoroethyl)-1H-indol-4-amine NC1=C(OCC#CC=2N(C=3C=CC=C(C3C2)NC2CCC(CC2)N2CC3(COC3)C2)CC(F)(F)F)C=CC(=C1)S(=O)(=O)C